C(C)(C)(C)OC(=O)N1CCN(CC1)CCNC(=O)C1CCC(CC1)NC(C1=CC(=C(C=C1)NC(=O)NC12C[C@]3(C[C@](CC(C1)C3)(C2)C)C)F)=O 4-(2-((1R,4r)-4-(4-(3-((1r,3R,5S,7r)-3,5-dimethyladamantan-1-yl)ureido)-3-fluorobenzamido)cyclohexane-1-carboxamido)Ethyl)piperazine-1-carboxylic acid tert-butyl ester